6-[5-[(6R)-6-aminospiro[4,6-dihydrocyclopenta[d]thiazole-5,4'-piperidin]-1'-yl]pyrazin-2-yl]sulfanyl-5-chloro-3-(tetrahydropyran-4-ylmethyl)quinazolin-4-one N[C@H]1C2=C(N=CS2)CC12CCN(CC2)C=2N=CC(=NC2)SC=2C(=C1C(N(C=NC1=CC2)CC2CCOCC2)=O)Cl